(1r,2s,5s)-3-azabicyclo[3.1.0]hexane-2-carboxylic acid [C@@H]12[C@H](NC[C@H]2C1)C(=O)O